methyl 6-((((2-methyl-3-(trimethylsilyl)cycloprop-2-ene-1-yl)methoxy)carbonyl)amino)hexanoate CC=1C(C1[Si](C)(C)C)COC(=O)NCCCCCC(=O)OC